N-[1,1-dimethyl-2-(methylsulfinyl)ethyl]-7-fluoro-2-(3-pyridyl)-2H-indazole-4-carboxamide CC(CS(=O)C)(C)NC(=O)C=1C2=CN(N=C2C(=CC1)F)C=1C=NC=CC1